(4R)-2-[(2R)-3-amino-2-hydroxy-3-oxo-propyl]-4-methyl-N-[5-(2,2,2-trifluoroethyl)-3-pyridyl]-3,4-dihydro-1H-isoquinoline-7-carboxamide NC([C@@H](CN1CC2=CC(=CC=C2[C@H](C1)C)C(=O)NC=1C=NC=C(C1)CC(F)(F)F)O)=O